COC1=CC=C(C2=C1NC(=N2)NC(=O)C=2C=CC1=C(N=CO1)C2)C=2C=NN(C2)C N-[7-methoxy-4-(1-methyl-1H-pyrazol-4-yl)-1H-1,3-benzodiazol-2-yl]-1,3-benzoxazole-5-carboxamide